ClC=1C=CC(=C(C1)C1=NNC=C1C=1N=C2C=C(C=NC2=CC1)N1C[C@H](NCC1)C(=O)NC)F (2S)-4-[6-[3-(5-chloro-2-fluoro-phenyl)-1H-pyrazol-4-yl]-1,5-naphthyridin-3-yl]-N-methyl-piperazine-2-carboxamide